N=S(=O)(C1=C(C=CC=C1)[N+](=O)[O-])C imino-methyl-(2-nitrophenyl)-oxo-$l^{6}-sulfane